(1-(2-fluorophenyl)-2,3-dihydro-1H-pyrrolo[2,3-b]pyridin-5-yl)methylamine FC1=C(C=CC=C1)N1CCC=2C1=NC=C(C2)CN